tert-butyl 4-(4-aminophenoxy)-4-methylpiperidine-1-carboxylate NC1=CC=C(OC2(CCN(CC2)C(=O)OC(C)(C)C)C)C=C1